2,5-di(tert-butylperoxy)-3-hexyne C(C)(C)(C)OOC(C)C#CC(C)OOC(C)(C)C